tert-Butyl 9-((3-amino-6-(2-hydroxyphenyl)pyridazin-4-yl)ethynyl)-3-azaspiro[5.5]undecane-3-carboxylate NC=1N=NC(=CC1C#CC1CCC2(CCN(CC2)C(=O)OC(C)(C)C)CC1)C1=C(C=CC=C1)O